6-Bromo-7-methoxy-N-(3-methoxy-5-((tetrahydrofuran-3-yl)oxy)phenyl)quinolin-4-amine BrC=1C=C2C(=CC=NC2=CC1OC)NC1=CC(=CC(=C1)OC1COCC1)OC